N(=C=O)C(C)C=1C=NC=NC1 5-(1-isocyanatoethyl)pyrimidine